C(C)(=O)NC1=C(C(=O)O)C=CC(=C1)C1=NN(C2=CC=C(C=C12)O[C@H](C)C1=C(C=NC=C1Cl)Cl)C1OCCCC1 2-Acetamido-4-(5-((R)-1-(3,5-dichloropyridin-4-yl)ethoxy)-1-(tetrahydro-2H-pyran-2-yl)-1H-indazol-3-yl)benzoic acid